2-methyl-propylsulfonic acid CC(CS(=O)(=O)O)C